BrCC(=O)C(CCC[C@H](N(C(C)(C)C)C(=O)OC(C)(C)C)C(=O)O)N 6-(2-bromoacetyl)-N2-Tert-butyl-(tert-Butoxycarbonyl)-L-lysine